potassium 2-(sec-butyl)-2-propylmalonate C(C)(CC)C(C(=O)[O-])(C(=O)[O-])CCC.[K+].[K+]